prop-2-enyl (3R)-3-[[(2S)-2-[9H-fluoren-9-ylmethoxycarbonyl(methyl)amino]-3-methylbutanoyl]-methylamino]butanoate C1=CC=CC=2C3=CC=CC=C3C(C12)COC(=O)N([C@H](C(=O)N([C@@H](CC(=O)OCC=C)C)C)C(C)C)C